CN(C)C=NC(=S)N N-[(dimethylamino)methylene]Thiourea